sulfanylpropionate SC(C(=O)[O-])C